C(C(C)C)[C@@H](CC(=O)O)CC(=O)OC (S)-3-isobutyl-5-methoxy-5-oxopentanoic acid